methyl (R)-3-((1-(2-cyano-3-(4,4-difluoropiperidin-1-yl)-7-methylquinoxalin-5-yl)ethyl)amino)-6-methylpicolinate C(#N)C1=NC2=CC(=CC(=C2N=C1N1CCC(CC1)(F)F)[C@@H](C)NC=1C(=NC(=CC1)C)C(=O)OC)C